4-(1,5-dimethyltriazol-4-yl)-2-pyrimidin-2-yl-5-(trifluoromethyl)pyrazol-3-amine CN1N=NC(=C1C)C1=C(N(N=C1C(F)(F)F)C1=NC=CC=N1)N